N-(trimethylsilyl)-2,2,3,3,3-pentachloropropionamide C[Si](NC(C(C(Cl)(Cl)Cl)(Cl)Cl)=O)(C)C